6-[(S)-(1-(1-aminoethyl)cyclopropyl)]-2-chloro-N-[(furan-2-yl)methyl]-7-methylthieno[3,2-d]pyrimidin-4-amine N[C@@H](C)C1(CC1)C1=C(C=2N=C(N=C(C2S1)NCC=1OC=CC1)Cl)C